(3-bromo-4-methylphenyl)-1,1-difluoropropan-2-ol BrC=1C=C(C=CC1C)C(C(C)O)(F)F